BrCCCCCCOC1=CC=NC2=CC(=CC=C12)C(F)(F)F 4-((6-Bromohexyl)oxy)-7-(trifluoromethyl)quinoline